(R)-3-((3aR,5r,6aS)-5-(6-methyl-3-(1-methyl-1H-pyrazol-4-yl)-1H-indazol-5-yl)hexahydrocyclopenta[c]pyrrol-2(1H)-yl)tetrahydro-2H-thiopyran 1,1-dioxide CC1=C(C=C2C(=NNC2=C1)C=1C=NN(C1)C)C1C[C@@H]2[C@@H](CN(C2)[C@H]2CS(CCC2)(=O)=O)C1